ClC=1C=C(OC2C(C(C2(C)C)NC(=O)C=2C=NC(=NC2)N2CCC(CC2)CC(=O)OC(C)(C)C)(C)C)C=CC1C#N tert-butyl 2-[1-[5-[[3-(3-chloro-4-cyano-phenoxy)-2,2,4,4-tetramethyl-cyclobutyl]carbamoyl]pyrimidin-2-yl]-4-piperidyl]acetate